ClC1=CC=C(C=C1)C1CCC(C2=CC(=CC=C12)Cl)N 4-(4-chlorophenyl)-7-chloro-1,2,3,4-tetrahydro-1-naphthalenamine